tert-butyl (R)-3-((4-(N,N-bis(tert-butoxycarbonyl)amino)-2-chloroquinolin-6-yl)oxy)-2-((tert-butyldimethylsilyl)oxy)propanoate C(C)(C)(C)OC(=O)N(C(=O)OC(C)(C)C)C1=CC(=NC2=CC=C(C=C12)OC[C@H](C(=O)OC(C)(C)C)O[Si](C)(C)C(C)(C)C)Cl